(S)-3-(1-hydroxy-propan-2-yl)-8-(pyridin-3-yl)-6-(p-tolyl)pyrido[3,4-d]pyrimidin-4(3H)-one OC[C@H](C)N1C=NC2=C(C1=O)C=C(N=C2C=2C=NC=CC2)C2=CC=C(C=C2)C